2-propylpropane-1,3-diol C(CC)C(CO)CO